ClC1=C(C=2OCCC3N(C2N=C1)CCCC3)C 3-chloro-4-methyl-7,7a,8,9,10,11-hexahydro-6H-dipyrido[3,2-b:1',2'-d][1,4]oxazepin